O1COC2=C1C=CC(=C2)CN 1,3-benzodioxole-5-methylamine